tert-butyl 6-[1-[4-methyl-5-(trifluoromethyl)-2-pyridyl]ethyl]-2-azaspiro[3.3]heptane-2-carboxylate CC1=CC(=NC=C1C(F)(F)F)C(C)C1CC2(CN(C2)C(=O)OC(C)(C)C)C1